C12CN(CC(CC1)O2)S(=O)(=O)C=2C=C1CCC(NC1=CC2)=O 6-((8-oxa-3-azabicyclo[3.2.1]oct-3-yl)sulfonyl)-3,4-dihydroquinolin-2(1H)-one